ClC1=CC(=C(C=C1)C1=NC(=CC2=C1N=C(N(C2=O)C2CCC2)C)N2C[C@H](OCC2)C=2C=NN(C2)C)F 8-(4-chloro-2-fluoro-phenyl)-3-cyclobutyl-2-methyl-6-[(2R)-2-(1-methylpyrazol-4-yl)morpholin-4-yl]pyrido[3,4-d]pyrimidin-4-one